1-(4-(1-(2-(2-(2,6-dioxopiperidin-3-yl)-1,3-dioxoisoindolin-5-yl)octahydrocyclopenta[c]pyrrol-5-yl)piperidin-4-yl)-1H-pyrazol-1-yl)cyclobutane-1-carboxamide O=C1NC(CCC1N1C(C2=CC=C(C=C2C1=O)N1CC2C(C1)CC(C2)N2CCC(CC2)C=2C=NN(C2)C2(CCC2)C(=O)N)=O)=O